tert-butyl 3-fluoro-3-(4-piperidylmethyl)azetidine-1-carboxylate FC1(CN(C1)C(=O)OC(C)(C)C)CC1CCNCC1